4-(5-aminopent-1-yn-1-yl)-2-(2,6-dioxopiperidin-3-yl)isoindole-1,3-dione trifluoroacetate salt FC(C(=O)O)(F)F.NCCCC#CC1=C2C(N(C(C2=CC=C1)=O)C1C(NC(CC1)=O)=O)=O